(1R,3S,5R)-2-(2-(3-Acetyl-5-(2-methylpyrimidin-5-yl)-1H-indazol-1-yl)acetyl)N-((E)-2-fluoro-3-phenylbut-2-en-1-yl)-2-azabicyclo[3.1.0]hexane-3-carboxamide C(C)(=O)C1=NN(C2=CC=C(C=C12)C=1C=NC(=NC1)C)CC(=O)N1[C@@H]2C[C@@H]2C[C@H]1C(=O)NC/C(=C(/C)\C1=CC=CC=C1)/F